7-bromo-3-methoxy-1-methyl-1H-indazole BrC=1C=CC=C2C(=NN(C12)C)OC